((2-(((3S,6S,9aS)-3-(3-(3,6-dihydro-2H-pyran-4-yl)azetidine-1-carbonyl)-5-oxooctahydro-1H-pyrrolo[1,2-a]azepin-6-yl)carbamoyl)benzo[b]thiophen-5-yl)methyl)phosphonic acid O1CCC(=CC1)C1CN(C1)C(=O)[C@@H]1CC[C@H]2N1C([C@H](CCC2)NC(=O)C2=CC1=C(S2)C=CC(=C1)CP(O)(O)=O)=O